C1(CC1)CN(C1CCN(CC1)C1=CC=2N(C3=CC=C(C=C13)C)C=NN2)C2=CC=CC=C2 N-(cyclopropylmethyl)-1-(7-methyl-[1,2,4]triazolo[4,3-a]quinolin-5-yl)-N-phenylpiperidin-4-amine